OP(O)OP(O)O.C(C)(C)(C)C1=C(C(=CC(=C1)CCC(=O)OCCCCCCCCCCCCCCCCCC)C(C)(C)C)C(O)(C(CO)(CO)CO)C1=C(C=C(C=C1C(C)(C)C)CCC(=O)OCCCCCCCCCCCCCCCCCC)C(C)(C)C bis(2,6-di-t-butyl-4-octadecyl-oxycarbonylethyl-phenyl)pentaerythritol diphosphite